Cl.FC=1C=C(C2=C(C=CO2)C1)C(=O)N 5-fluoro-benzofuran-7-carboxamide hydrochloride